COC=1C=C(C2=CC=CC=C2C1)C1(COC1)NC(C1=C(C=CC(=C1)OCC1N(CC1)C)C)=O N-(3-(3-Methoxynaphthalen-1-yl)oxetan-3-yl)-2-methyl-5-((1-methylazetidin-2-yl)methoxy)benzamide